C(C1=CC=CC=C1)C(=O)CC1=CC=CC=C1 benzyl ketone